FC=1C=CC(=NC1)C1=NN(C=C1C1=C2C(=NC(=C1)N)NC=C2)C 4-[3-(5-Fluoro-2-pyridyl)-1-methyl-pyrazol-4-yl]-1H-pyrrolo[2,3-b]pyridin-6-amine